1-(2-(((tert-butyldiphenylsilyl)oxy)methyl)-5-nitrophenyl)-N-methylmethylamine [Si](C1=CC=CC=C1)(C1=CC=CC=C1)(C(C)(C)C)OCC1=C(C=C(C=C1)[N+](=O)[O-])CNC